FC1=CC(=C(C=C1)N1C=C(C=2C1=CN=CC2)C(=O)C2CCN(CC2)C(=O)[C@H]2N([C@@H]1CC[C@H]2C1)C(=O)OC(C)(C)C)C=1C=NC=CC1C(C)C tert-Butyl (1R,3S,4S)-3-(4-(1-(4-fluoro-2-(4-isopropylpyridin-3-yl)phenyl)-1H-pyrrolo[2,3-c]pyridine-3-carbonyl)piperidine-1-carbonyl)-2-azabicyclo[2.2.1]heptane-2-carboxylate